N1(CCNCC1)C1CN(C1)C(=O)OC(C)(C)C tert-butyl 3-(piperazin-1-yl)azetidine-1-carboxylate